C(C)(=O)NC1=CC=C(C=C1)S(=O)(=O)C1=C(CN(C(C2=C(C=CC=C2)Cl)=O)CC=2OC=CC2)C=C(C=C1)Cl N-(2-((4-acetamidophenyl)sulphonyl)-5-chlorobenzyl)-2-chloro-N-(furan-2-ylmethyl)benzamide